O=C1NC2=C(N1)C=CC(=C2)C(=O)NC2=CC=CC=C2 2-Oxo-N-phenyl-2,3-dihydro-1H-benzo[d]imidazole-5-carboxamide